ClC=1C(=C(C=CC1)N1CCN(CC1)C(CN1N=C(C2=C1C[C@@H]1[C@H]2C1)C(=O)N1CC(C(CC1)O)C)=O)C 1-(4-(3-chloro-2-methylphenyl)piperazin-1-yl)-2-((3bR,4aR)-3-(4-hydroxy-3-methylpiperidine-1-carbonyl)-3b,4,4a,5-tetrahydro-1H-cyclopropa[3,4]cyclopenta[1,2-c]pyrazol-1-yl)ethanone